7-(8-methoxy-2-methyl-imidazo[1,2-b]pyridazin-6-yl)-2-[(7S)-4-azaspiro[2.5]octan-7-yl]thiazolo[3,2-a]pyrimidin-5-one COC=1C=2N(N=C(C1)C=1N=C3N(C(C1)=O)C=C(S3)[C@H]3CCNC1(CC1)C3)C=C(N2)C